ClC1=NC=C(C(=O)NOC)C(=C1)NC=1C=NC=CC1N(S(=O)(=O)C)C 6-Chloro-N-methoxy-4-((4-(N-methylmethanesulfonamido)pyridin-3-yl)amino)nicotinamide